ClC=1C=C(OC2=C(C(=NN2C)C=2N(N=CC2)C)C(=O)NOCC2=C(C=C(C=C2)C)C)C=CC1 5-(3-chlorophenoxy)-N-[(2,4-dimethylbenzyl)oxy]-1,2'-dimethyl-1H,2'H-[3,3'-bipyrazole]-4-carboxamide